ClC=1C=C(C=C(C1)Cl)C1=CC(=CC(=N1)OC=1C=CC(=NC1)N1CCN(CC1)C(=O)OCCCC)COS(=O)(=O)C butyl 4-(5-((6-(3,5-dichlorophenyl)-4-(((methylsulfonyl)oxy)methyl)pyridin-2-yl)oxy)pyridin-2-yl)piperazine-1-carboxylate